[Ni].[Sn].[Fe] iron-tin-nickel